C(C=C)N1C(C(CC1)=O)=O 1-allylpyrrolidine-2,3-dione